C(C)C(COC(=O)F)CCCC 2-ethylhexyloxycarbonyl fluoride